NCCCCNC(OCC=O)=O 2-oxoethyl (4-aminobutyl)carbamate